CC(CC(=O)O[C@H]1[C@H]([C@H](CC(C1)COC(CC(C)(C)C)=O)OCCC)OC(CC(C)(C)C)=O)(C)C (1R,2S,3S)-5-(((3,3-Dimethylbutanoyl)oxy)methyl)-3-propoxycyclohexane-1,2-diyl bis(3,3-dimethylbutanoate)